N1CCC2(CC1)[C@@H](C1=C(N=CS1)C2)N[S@](=O)C(C)(C)C (R)-N-((S)-4,6-dihydrospiro[cyclopenta[d]thiazol-5,4'-piperidin]-6-yl)-2-methylpropane-2-sulfinamide